2-ethyl-5-ethynyl-thiophene nickel manganese iron vanadium [V].[Fe].[Mn].[Ni].C(C)C=1SC(=CC1)C#C